3,6-dihydropyridin-2(1H)-one N1C(CC=CC1)=O